gamma-methylpropionoxypropyl-trimethoxysilane CCCC(=O)OCCC[Si](OC)(OC)OC